tert-butyl 4-((6-(2-allyl-6-((1-methyl-1H-indazol-5-yl)amino)-3-oxo-2,3-dihydro-1H-pyrazolo[3,4-d]pyrimidin-1-yl)pyridin-2-yl)oxy)-2,2-dimethylpiperidine-1-carboxylate C(C=C)N1N(C2=NC(=NC=C2C1=O)NC=1C=C2C=NN(C2=CC1)C)C1=CC=CC(=N1)OC1CC(N(CC1)C(=O)OC(C)(C)C)(C)C